[Na+].C(C)C1=CC(=NC=2N1N=CC2C(=O)[O-])N2C(N(CC2)C(C)C)=O 7-ethyl-5-(3-isopropyl-2-oxoimidazolidin-1-yl)pyrazolo[1,5-a]Pyrimidine-3-carboxylic acid sodium salt